C([O-])([O-])=O.[K+].BrC1=C(C=C(OCCN2CCN(CC2)C(=O)OC(C)(C)C)C=C1)Cl.[K+] Tert-butyl 4-(2-(4-bromo-3-chlorophenoxy)ethyl)piperazine-1-carboxylate Potassium carbonate